N-[1,1'-biphenyl]-4-yl-9,9-diphenyl-9H-fluoren-2-amine C1(=CC=C(C=C1)NC1=CC=2C(C3=CC=CC=C3C2C=C1)(C1=CC=CC=C1)C1=CC=CC=C1)C1=CC=CC=C1